perfluorooctanoic acid potassium salt [K+].FC(C(=O)[O-])(C(C(C(C(C(C(F)(F)F)(F)F)(F)F)(F)F)(F)F)(F)F)F